(2-acetoxyethyl)methane C(C)(=O)OCCC